5-ethynyl-6-fluoro-4-(8-fluoro-2-(((2R)-2-fluoro-2-methyltetrahydro-1H-pyrrolizin-7a(5H)-yl)methoxy)-4-(1,4-oxazepan-4-yl)pyrido[4,3-d]pyrimidin-7-yl)naphthalen-2-ol C(#C)C1=C2C(=CC(=CC2=CC=C1F)O)C1=C(C=2N=C(N=C(C2C=N1)N1CCOCCC1)OCC12CCCN2C[C@](C1)(C)F)F